C(#N)C1(CC1)NS(=O)(=O)C1=CC=C2C3=C(N(C2=C1)C=1SC(=NN1)C(F)F)N=CN=C3N3CCC1(COC1)CC3 N-(1-Cyanocyclopropyl)-9-(5-(difluoromethyl)-1,3,4-thiadiazol-2-yl)-4-(2-oxa-7-azaspiro[3.5]nonan-7-yl)-9H-pyrimido[4,5-b]indole-7-sulfonamide